NC1=NC=CC=C1C1=NC=2C(=NC(=CC2)C2=CC=CC=C2)N1C1=CC=C(CN2C3CN(CC2CC3)C(=O)OC(C)(C)C)C=C1 tert-butyl 8-(4-(2-(2-aminopyridin-3-yl)-5-phenyl-3H-imidazo[4,5-b]pyridin-3-yl)benzyl)-3,8-diazabicyclo[3.2.1]octane-3-carboxylate